CC1=CC=C(C=C1)OO[SH4]N1C=C(C=2C1=NC=C(C2)C2=CC=C(C=C2)N2CCN(CC2)C)C2=CC=CC=C2 1-[(4-methylphenyl)dioxy-λ6-sulfanyl]-5-[4-(4-methylpiperazin-1-yl)phenyl]-3-phenylpyrrolo[2,3-b]pyridine